4-methylthiophene-2-carboxylic acid CC=1C=C(SC1)C(=O)O